BrC(C(=O)C1=C2C=CC(NC2=C(C=C1)OCC1=CC=CC=C1)=O)CC 5-(2-bromobutyryl)-8-benzyloxycarbostyril